FC1(CNC(N(C1)[C@H](COC)C1=CC(=NC=C1)NC([C@H](C1CCC(CC1)(F)F)NC(OC(C)(C)C)=O)=O)=O)F tert-butyl ((S)-2-((4-((S)-1-(5,5-difluoro-2-oxotetrahydropyrimidin-1(2H)-yl)-2-methoxyethyl)pyridin-2-yl)amino)-1-(4,4-difluorocyclohexyl)-2-oxoethyl)carbamate